C12CCOC(CO1)(C2)C=2N=C1N(C=C(C(=N1)OC(C)C)C(=O)OC)C2 methyl 2-(4,7-dioxabicyclo[3.2.1]octan-5-yl)-7-isopropoxy-imidazo[1,2-a]pyrimidine-6-carboxylate